6-(4-amino-3-chlorophenyl)-N-[(2,4-dimethoxyphenyl)methyl]-4-methylphthalazin-1-amine NC1=C(C=C(C=C1)C=1C=C2C(=NN=C(C2=CC1)NCC1=C(C=C(C=C1)OC)OC)C)Cl